6-(5-(difluoromethyl)pyrimidin-2-yl)-7-fluoro-2-(((1R,3S)-3-((6-oxo-5-(trifluoromethyl)-1,6-dihydropyridazin-4-yl)oxy)cyclohexyl)methyl)isoquinolin-1(2H)-one FC(C=1C=NC(=NC1)C=1C=C2C=CN(C(C2=CC1F)=O)C[C@H]1C[C@H](CCC1)OC=1C=NNC(C1C(F)(F)F)=O)F